C1=CC=CC=2C3=CC=CC=C3C(C12)COC(=O)NC(C(=O)[O-])C(C)I 2-((((9H-fluoren-9-yl)methoxy)carbonyl)amino)-3-iodobutanoate